2-((S)-3-((S)-1-((2,5-bis(trifluoromethyl)pyrazolo[1,5-a]pyrimidin-7-yl)amino)-2-(4-fluorophenyl)propan-2-yl)pyrrolidin-1-yl)acetamide FC(C1=NN2C(N=C(C=C2NC[C@](C)(C2=CC=C(C=C2)F)[C@H]2CN(CC2)CC(=O)N)C(F)(F)F)=C1)(F)F